6-(2-(3'-fluoro-5'-methyl-[1,1'-biphenyl]-3-yl)-2-hydroxyacetyl)-2-(1-phenylcyclopropyl)-5,6,7,8-tetrahydropyrido[4,3-d]pyrimidin-4(3H)-one FC=1C=C(C=C(C1)C)C1=CC(=CC=C1)C(C(=O)N1CC2=C(N=C(NC2=O)C2(CC2)C2=CC=CC=C2)CC1)O